CN(C(CCCCCCCC=C)=O)C N,N-dimethyldec-9-enamide